trimethylamine hydrogen fluoride salt F.CN(C)C